tert-butyl (3-(6-chloro-1-methyl-1H-pyrrolo[3,2-c]pyridin-4-yl)phenyl)carbamate ClC1=CC2=C(C(=N1)C=1C=C(C=CC1)NC(OC(C)(C)C)=O)C=CN2C